C(C)(=O)[O-].[Ni+2].C(C)(=O)[O-] nickelous acetate